2-(difluoromethyl)-N4-(2,4-dimethoxybenzyl)-N6-(4-methoxy-5-(1-(2-((tetrahydro-2H-pyran-2-yl)oxy)ethyl)-1H-pyrazol-4-yl)pyridin-2-yl)pyrimidine-4,6-diamine FC(C1=NC(=CC(=N1)NCC1=C(C=C(C=C1)OC)OC)NC1=NC=C(C(=C1)OC)C=1C=NN(C1)CCOC1OCCCC1)F